C(=O)(OC(C)(C)C)N1CCC(CC1)C(\C=C\N(C)C)=O N-Boc-(E)-4-(3-(dimethylamino)acryloyl)piperidine